ClC1=CC=C(C=C1)C=1C=C2N(C=CN=C2C2=CC(=C(C(=C2)OC)OC)OC)C1 7-(4-chlorophenyl)-1-(3,4,5-trimethoxyphenyl)pyrrolo[1,2-a]pyrazine